3-(3-bromo-4-methoxyphenyl)-3-methyltetrahydrofuran BrC=1C=C(C=CC1OC)C1(COCC1)C